CN1N=C(C(=C1)C1=CC=C(CC2=C(C=C3CN(C(C3=C2)=O)CC2OCCC2)C)C=C1)C 6-(4-(1,3-dimethyl-1H-pyrazol-4-yl)benzyl)-5-methyl-2-(tetrahydrofuran-2-ylmethyl)isoindolin-1-one